C(C)(C)(C)OC(=O)NC[C@H]1[C@@H](OC(O1)=O)CN(C(OC)=O)C=1C=CC2=C(NC(CO2)=O)C1 methyl N-[[(4S,5S)-5-[(tert-butoxycarbonylamino)methyl]-2-oxo-1,3-dioxolan-4-yl]methyl]-N-(3-oxo-4H-1,4-benzoxazin-6-yl)carbamate